OCC12OCC(C1)(C2)N2N=C1N=C(C=NC1=C2)C2=C(C=C(C=C2C)C(F)(F)F)O 2-[2-[1-(hydroxymethyl)-2-oxabicyclo[2.1.1]hexan-4-yl]pyrazolo[3,4-b]pyrazin-6-yl]-3-methyl-5-(trifluoromethyl)phenol